O[C@@H]1CC[C@H](CC1)N1C=C(C2=C1N=C(N=C2)NCCC(F)(F)F)C2=CC=C(C=C2)CN2CCN(CC2)CCOCCOCCOCC(=O)O [2-[2-(2-[4-[(4-[7-[trans-4-hydroxycyclohexyl]-2-[(3,3,3-trifluoropropyl)amino]pyrrolo[2,3-d]pyrimidin-5-yl]phenyl)methyl]piperazin-1-yl]ethoxy)ethoxy]ethoxy]acetic acid